(S)-N-(1-(8-ethynyl-1-oxo-2-phenyl-1,2-dihydrocyclopenta[de]isoquinolin-3-yl)ethyl)-2-((N-methylsulfamoyl)amino)pyrazolo[1,5-a]pyrimidine-3-carboxamide C(#C)C1=CC=C2C=3C(=C(N(C(C13)=O)C1=CC=CC=C1)[C@H](C)NC(=O)C=1C(=NN3C1N=CC=C3)NS(NC)(=O)=O)C=C2